((2S,3R,4R)-2-cyclopropyl-3-methyl-4-((4-methylpyrimidin-2-yl)amino)-3,4-dihydroquinolin-1(2H)-yl)ethanone C1(CC1)[C@@H]1N(C2=CC=CC=C2[C@@H]([C@H]1C)NC1=NC=CC(=N1)C)C(C)=O